(R)-3-(2-methylpyrimidin-5-yl)-3-(5-(2-(5,6,7,8-tetrahydro-1,8-naphthyridin-2-yl)ethoxy)-1H-indazol-1-yl)propanoic acid CC1=NC=C(C=N1)[C@@H](CC(=O)O)N1N=CC2=CC(=CC=C12)OCCC1=NC=2NCCCC2C=C1